5-bromo-8-(4-(ethoxymethyl)-2,6-dimethoxyphenyl)-2-methylquinoline BrC1=C2C=CC(=NC2=C(C=C1)C1=C(C=C(C=C1OC)COCC)OC)C